BrC1=CC=C(C=C1)N1CCN(CC1)C(C)=O 1-(4-(4-bromophenyl)piperazin-1-yl)ethan-1-one